5-((5-hydroxypentyl)-amino)-2-(2,3,5-trichlorophenyl)oxazole-4-carbonitrile OCCCCCNC1=C(N=C(O1)C1=C(C(=CC(=C1)Cl)Cl)Cl)C#N